C(C)(=O)OC1CC(C(CC1)C)CO 3-(hydroxymethyl)-4-methylcyclohexan-1-ol acetate